CN(CCC1(C(C=C(C=C1)NC=1N=C(C2=C(N1)NC=C2)C2=CNC1=C(C=CC=C21)OC)[N+](=O)[O-])NC)C 1-(2-(dimethylamino)ethyl)-N4-(4-(7-methoxy-1H-indol-3-yl)-7H-pyrrolo[2,3-d]pyrimidin-2-yl)-N1-methyl-2-nitrobenzene-1,4-diamine